1-hydroxypropan-2-yl hexadecanoate C(CCCCCCCCCCCCCCC)(=O)OC(CO)C